COC([C@H](CCCCNC(=O)OC(C)(C)C)NC(CNC(=O)N1C=CC2=C1N=CN=C2N(C)[C@H]2CNCC[C@H]2C)=O)=O (2S)-6-(tert-butoxycarbonylamino)-2-[[2-[[4-[[(3r,4r)-4-methyl-3-piperidinyl]-methyl-amino]pyrrolo[2,3-d]pyrimidine-7-carbonyl]amino]acetyl]amino]hexanoic acid methyl ester